C(=O)C1=COC2=C1C=C(C=C2C(=O)OC)I Methyl 3-formyl-5-iodo-benzofuran-7-carboxylate